6-chloro-2-(2,2-dimethylpyrrolidin-1-yl)nicotinic acid ClC1=NC(=C(C(=O)O)C=C1)N1C(CCC1)(C)C